NC1=NC=NC=2N(C3=C(C=C(C=C3C21)C2=CC(=NC=C2)C(F)(F)F)C)CC(=O)OC(C)(C)C tert-butyl 2-(4-amino-8-methyl-6-(2-(trifluoromethyl)pyridin-4-yl)-9H-pyrimido[4,5-b]indol-9-yl)acetate